C(C)C=1C(NC=2C=C(C=NC2C1)CN1C[C@H](C(=CC1)C=1C=NC(=CC1)C(=O)NC)C)=O (S)-1'-((7-ethyl-6-oxo-5,6-dihydro-1,5-naphthyridin-3-yl)methyl)-N,3'-dimethyl-1',2',3',6'-tetrahydro-[3,4'-bipyridine]-6-carboxamide